lithium 2-((4-(7-(((2s,5r)-5-((tert-butoxycarbonyl) amino) tetrahydro-2H-pyran-2-yl) methyl)-2,7-diazaspiro[3.5]non-2-yl) pyrimidin-5-yl) oxy)-5-fluorobenzoate C(C)(C)(C)OC(=O)N[C@@H]1CC[C@H](OC1)CN1CCC2(CN(C2)C2=NC=NC=C2OC2=C(C(=O)[O-])C=C(C=C2)F)CC1.[Li+]